2,5-dibromo-1-isopropyl-4-methyl-1H-imidazole BrC=1N(C(=C(N1)C)Br)C(C)C